OC1C(OCC1C1=CC(=C(C=C1)OC)OC)=O (+)-3-hydroxy-4-(3,4-Dimethoxyphenyl)dihydrofuran-2(3H)-one